C(C)(C)NCCCC[C@H](N)C(=O)O N6-isopropyl-lysine